2-(2-((5-Bromo-2-((2-methoxy-4-(4-(4-methylpiperazin-1-yl)piperidin-1-yl)phenyl)amino)Pyrimidine-4-yl)amino)-4-fluorophenyl)propan-2-ol BrC=1C(=NC(=NC1)NC1=C(C=C(C=C1)N1CCC(CC1)N1CCN(CC1)C)OC)NC1=C(C=CC(=C1)F)C(C)(C)O